1-cyclohexyloxy-2,2,6,6-tetramethyl-4-octadecylaminopiperidine C1(CCCCC1)ON1C(CC(CC1(C)C)NCCCCCCCCCCCCCCCCCC)(C)C